N-(3-Amino-2-hydroxypropyl)-4-(((2S,4R)-2-methyl-1-propionyl-1,2,3,4-tetrahydroquinolin-4-yl)amino)benzamide hydrochloride Cl.NCC(CNC(C1=CC=C(C=C1)N[C@@H]1C[C@@H](N(C2=CC=CC=C12)C(CC)=O)C)=O)O